COC1=C(CN(C2=NC(=NN3C2=NC=C3C(C3=CC=C(OCCN(C(OC(C)(C)C)=O)C)C=C3)O)O[C@@H](C)CCC)CC3=C(C=C(C=C3)OC)OC)C=CC(=C1)OC tert-butyl (2-(4-((4-(bis(2,4-dimethoxybenzyl)amino)-2-(((S)-pentan-2-yl)oxy)imidazo[2,1-f][1,2,4]triazin-7-yl)(hydroxy)methyl)phenoxy)ethyl)(methyl)carbamate